BrC(C(=O)NC1=CC(=CC=C1)Cl)=C 2-Bromo-N-(3-chlorophenyl)acrylamide